(((2S,3S)-1-(6-(6-(Difluoromethyl)imidazo[1,2-b]pyridazin-3-yl)pyrimidin-4-yl)-2-methylpiperidin-3-yl)imino)dimethyl-λ6-sulfanone FC(C=1C=CC=2N(N1)C(=CN2)C2=CC(=NC=N2)N2[C@H]([C@H](CCC2)N=S(=O)(C)C)C)F